4-[2-(dimethylamino)ethyl]piperazine-1-carboxamide CN(CCN1CCN(CC1)C(=O)N)C